(4-Fluorostyryl)-N-(2-(2-cyano-4,4-difluoropyrrolidin-1-yl)-2-oxoethyl)quinoline-4-carboxamide FC1=CC=C(C=CC2=NC3=CC=CC=C3C(=C2)C(=O)NCC(=O)N2C(CC(C2)(F)F)C#N)C=C1